ClC=1C=CC(=C(C1)C1=NN(C=C1NC(=O)C=1C=NN2C1N=CC=C2)C2COCCC2)OC N-(3-(5-chloro-2-methoxyphenyl)-1-(tetrahydro-2H-pyran-3-yl)-1H-pyrazol-4-yl)pyrazolo[1,5-a]pyrimidine-3-carboxamide